N-{8-Chloro-1-[trans-4-(pyridin-2-yloxy)cyclohexyl]-5,6-dihydro-4H-[1,2,4]triazolo[4,3-a][1]benzazepin-5-yl}glycinamid ClC=1C=CC2=C(CC(CC=3N2C(=NN3)[C@@H]3CC[C@H](CC3)OC3=NC=CC=C3)NC(CN)=O)C1